(S)-2-amino-2-(4,4-difluorocyclohexyl)-N-(4-((R or S)-1-((S)-2-oxo-4-(trifluoromethyl)imidazolidin-1-yl)ethyl)pyridin-2-yl)acetamide hydrochloride Cl.N[C@H](C(=O)NC1=NC=CC(=C1)[C@@H](C)N1C(N[C@@H](C1)C(F)(F)F)=O)C1CCC(CC1)(F)F |o1:12|